CC1=CC=C(C=C1)C1C[C@@H]2[C@@H](CNC2)C1 (3aR,5r,6aS)-5-(4-methylphenyl)octahydrocyclopenta[c]pyrrole